(S)-2-(((benzyloxy)carbonyl)amino)-4-((4-bromo-2-chloro-6-nitrophenyl)(3-((1-(tert-butoxycarbonyl)azetidin-3-yl)oxy)propyl)amino)butanoic acid C(C1=CC=CC=C1)OC(=O)N[C@H](C(=O)O)CCN(CCCOC1CN(C1)C(=O)OC(C)(C)C)C1=C(C=C(C=C1[N+](=O)[O-])Br)Cl